C(#N)C=1N=C([N-]C1C#N)C(F)(F)F 4,5-dicyano-2-trifluoromethyl-imidazolide